[Mg].C(C)(C)(C)C(C(=O)O)(C(=O)O)C1CCCCC1 2-(tert-butyl)-2-cyclohexylmalonic acid magnesium